(S)-3-((1,3-dioxolan-2-yl)methyl)-5-butyl-3-methyl-1-tosyl-1,2,3,6-tetrahydropyridine O1C(OCC1)C[C@@]1(CN(CC(=C1)CCCC)S(=O)(=O)C1=CC=C(C)C=C1)C